ClC1=C(C=NC=C1F)CCl 4-chloro-3-(chloromethyl)-5-fluoropyridine